N-(2-methyl-5-(2-((S)-2-methylpyrrolidin-1-yl)acetamido)pyridin-3-yl)-2-(1-(tetrahydrofuran-3-yl)-1H-pyrazol-4-yl)-1H-pyrrolo[2,3-b]pyridine-5-carboxamide CC1=NC=C(C=C1NC(=O)C=1C=C2C(=NC1)NC(=C2)C=2C=NN(C2)C2COCC2)NC(CN2[C@H](CCC2)C)=O